C1OCC(C2=CC=CC=C12)CC(=O)O 2-(Isochroman-4-yl)acetic acid